4-(2-(((R)-((R)-1-methyl-7-(1-methyl-1H-pyrazol-4-yl)-1,2,3,4-tetrahydropyrido[2,3-b]pyrazin-3-yl)(phenyl)methyl)amino)ethyl)benzonitrile CN1C2=C(N[C@H](C1)[C@@H](C1=CC=CC=C1)NCCC1=CC=C(C#N)C=C1)N=CC(=C2)C=2C=NN(C2)C